CC1=C(C=CC(=C1)NC1=NC=C(C=C1C)C(F)(F)F)S(=O)(=O)N methyl-4-[[3-methyl-5-(trifluoromethyl)-2-pyridyl]amino]benzenesulfonamide